O.C(=O)(O)CN[C@@H](CCCCN)C(=O)O (carboxymethyl)-L-lysine hydrate